(R)-(1-(4-((1-(3-(difluoromethyl)-2-fluorophenyl)ethyl)amino)pyrido[3,4-d]pyrimidin-6-yl)cyclopropyl)methanol FC(C=1C(=C(C=CC1)[C@@H](C)NC=1C2=C(N=CN1)C=NC(=C2)C2(CC2)CO)F)F